FC(CC[SiH](Cl)C)(F)F trifluoropropyl-methyl-chlorosilane